C(C)(C)(C)C1=CC=C(C(=O)NC2=C(C=CC=C2)NS(=O)(=O)C2=CC(=CC=C2)S(N)(=O)=O)C=C1 4-(tert-butyl)-N-(2-((3-sulfamoylphenyl)sulfonamido)phenyl)benzamide